NC=1C(=C(C=2CC3=CC=CC=C3C2C1)C)C aminodimethylfluorene